tert-butyl 3-((6-aminopyrimidin-4-yl)amino)pyrrolidine-1-carboxylate NC1=CC(=NC=N1)NC1CN(CC1)C(=O)OC(C)(C)C